BrC(C=O)C=O 2-bromomalonaldehyde